C(#N)[C@@H]1N(CCC1)C(CC1=CC=C(C=C1)NC(=O)NCC1=CC=C(C=C1)OC)=O N-{4-[2-((2R)-2-cyanopyrrolidinyl)-2-oxoethyl]phenyl}{[(4-methoxyphenyl)methyl]amino}carboxamide